2-(4-methoxyphenoxy)-N-(2-pyridyl)-N-(tetrahydro-furan-2-ylmethyl)acetamide COC1=CC=C(OCC(=O)N(CC2OCCC2)C2=NC=CC=C2)C=C1